nonane-2,6-dienenitrile C(C=CCCC=CCC)#N